2-(2-hydroxyethoxy)-1-propanol OCCOC(CO)C